(R)-6-methoxy-3-(2-(piperidin-1-yl)propyl)-1H-indole-1-carboxylic acid tert-butyl ester C(C)(C)(C)OC(=O)N1C=C(C2=CC=C(C=C12)OC)C[C@@H](C)N1CCCCC1